N-hydroxyoctanoic acid amide ONC(CCCCCCC)=O